C1(=CC=CC=C1)CCC1=CC(=C(C=C1C(=O)O)C(=O)O)CCC1=CC=CC=C1 bis-(2-phenylethyl)-isophthalic acid